(4-amino-3-(3-hydroxypentyl)phenyl)ethanone tert-butyl-2-(2-(4-chloro-2-methyl-5-nitrobenzamido)-5-fluorophenyl)acetate C(C)(C)(C)OC(CC1=C(C=CC(=C1)F)NC(C1=C(C=C(C(=C1)[N+](=O)[O-])Cl)C)=O)=O.NC1=C(C=C(C=C1)C(C)=O)CCC(CC)O